C(C)OP(OCCOC(C=C)=O)(OCC)=O phosphoric acid (acryloyloxyethyl) ester diethyl ester